NC=1C=2N(C(=CN1)C)C(=NC2C2=C(C=C(C=C2)NC([C@@H](O)C2=CC(=CC=C2)F)=O)CC)C (S)-N-(4-(8-amino-3,5-dimethylimidazo[1,5-a]pyrazin-1-yl)-3-ethylphenyl)-2-(3-fluorophenyl)-2-hydroxyacetamide